FC1(CCC(CC1)C(=O)N[C@@H](CCN1C2CC(CC1CC2)N2C(=NN=C2C)C(C)C)C2=CC=CC=C2)F 4,4-difluoro-N-[(1S)-3-[exo-3-(3-isopropyl-5-methyl-4H-1,2,4-triazol-4-yl)-8-azabicyclo[3.2.1]oct-8-yl]-1-phenylpropyl]cyclohexane-1-carboxamide